(S)-1-((S)-8-(4'-(Aminomethyl)-5-methoxybiphenyl-3-ylsulfonyl)-1-oxa-8-azaspiro-[4.5]decan-3-ylamino)-3-(3-(cyclopropylsulfonyl)phenoxy)propan-2-ol NCC1=CC=C(C=C1)C1=CC(=CC(=C1)OC)S(=O)(=O)N1CCC2(C[C@@H](CO2)NC[C@@H](COC2=CC(=CC=C2)S(=O)(=O)C2CC2)O)CC1